CN(CCC1(C(C=C(C(=C1)OC)NC1=NC=CC(=N1)C=1C=NN2C1C=CC=C2)N)NC)C 1-(2-dimethylaminoethyl)-5-methoxy-N1-methyl-N4-{4-pyrazolo[1,5-a]Pyridin-3-ylpyrimidin-2-yl}benzene-1,2,4-triamine